3-((2-((S)-cycloheptyl(4-methyl-1,2,5-oxadiazole-3-carboxamido)methyl)imidazo[1,2-b]pyridazin-6-yl)methyl)-2-oxopiperidine-3-carboxylic acid C1(CCCCCC1)[C@@H](C=1N=C2N(N=C(C=C2)CC2(C(NCCC2)=O)C(=O)O)C1)NC(=O)C1=NON=C1C